OCCN1C[C@@H](CCC1)NC=1N=NC(=C(N1)C)C1=C(C2=CC=CC=C2C=C1)O (R)-2-(3-((1-(2-hydroxyethyl)piperidin-3-yl)amino)-5-methyl-1,2,4-triazin-6-yl)naphthalen-1-ol